ClC=1C=2N(C=C(C1)S(=O)(=O)NC1(CC1)CF)C(=NC2)C=2SC(=NN2)C(F)F 8-Chloro-3-[5-(difluoromethyl)-1,3,4-thiadiazol-2-yl]-N-[1-(fluoromethyl)cyclopropyl]imidazo[1,5-a]pyridine-6-sulfonamide